NC1=C(C=CC(=C1)NCCC1=CC=C(C=C1)F)NC(CCCCCC)=O N-(2-Amino-4-((4-fluorophenethyl)amino)phenyl)heptanamid